N-ethyl-N-((R)-4-((3S,8S,9S,10R,13R,14S,17R)-3-hydroxy-10,13-dimethyl-2,3,4,7,8,9,10,11,12,13,14,15,16,17-tetradecahydro-1H-cyclopenta[a]phenanthren-17-yl)pentanoyl)glycine C(C)N(CC(=O)O)C(CC[C@@H](C)[C@H]1CC[C@H]2[C@@H]3CC=C4C[C@H](CC[C@@]4([C@H]3CC[C@]12C)C)O)=O